2-Fluoro-4-isocyanato-3,5-diisopropyl-benzonitrile FC1=C(C#N)C=C(C(=C1C(C)C)N=C=O)C(C)C